CSC=1C=CC(=NC1)C1=NC(=CC=C1)OCC=1SC=CC1 5-(methylsulfanyl)-6'-[(thiophen-2-yl)methoxy]-2,2'-bipyridine